[Na+].[Na+].NC=1SC=C(N1)CC(=O)N1CC(C1)OC1=C(C=2O[B-](CCC2C=C1)(O)O)C(=O)O.NC=1SC=C(N1)CC(=O)N1CC(C1)OC1=C(C=2O[B-](CCC2C=C1)(O)O)C(=O)O 8-({1-[(2-amino-1,3-thiazol-4-yl)acetyl]azetidin-3-yl}oxy)-4,4-dihydroxy-5-oxa-4-boranuidabicyclo[4.4.0]deca-1(6),7,9-triene-7-carboxylic acid disodium salt